ClC=1C=C(C=C(C1CC1=CC(=C(C=C1)O)C(C)C)Cl)NC(CC(=O)O)=O 3-((3,5-dichloro-4-(4-hydroxy-3-isopropylbenzyl)phenyl)amino)-3-oxopropanoic acid